ClC1=C(C=CC=C1Cl)C1=NNC2=NC(=CN=C21)C2CCC(CC2)(C)NC(OC(C)(C)C)=O tert-butyl N-{4-[3-(2,3-dichlorophenyl)-1H-pyrazolo[3,4-b]pyrazin-6-yl]-1-methylcyclohexyl}carbamate